BrCC1=CC=C(CN2CCN(CC2)C(=O)C2=CC(=C(C=C2)NC2=NC=C(C(=N2)NC)C(F)(F)F)OC)C=C1 (4-(4-(bromomethyl)benzyl)piperazin-1-yl)(3-methoxy-4-((4-(methylamino)-5-(trifluoromethyl)pyrimidin-2-yl)amino)phenyl)methanone